N-(5-(ethylsulfonyl)-6-(2-(trifluoromethyl)pyrazolo[1,5-a]pyrimidin-5-yl)pyridin-2-yl)cyclopropanecarboxamide C(C)S(=O)(=O)C=1C=CC(=NC1C1=NC=2N(C=C1)N=C(C2)C(F)(F)F)NC(=O)C2CC2